C(C=CCCC=CCCC=CCCC=CCCC=CCCC=CC)O 2,6,10,14,18,22-Tetracosahexaen-1-ol